difluoromethyl (2-pyridyl) thioether N1=C(C=CC=C1)SC(F)F